N-((5-chloro-6-((3-methylisoxazol-5-yl)methoxy)-1H-indol-2-yl)methyl)-3-hydroxycyclobutane-1-carboxamide ClC=1C=C2C=C(NC2=CC1OCC1=CC(=NO1)C)CNC(=O)C1CC(C1)O